N-[1-[3-[3-[N'-(2-ethyl-4-hydroxy-phenyl)carbamimidoyl]-4-[(3R)-tetrahydrofuran-3-ylamino]pyrrolo[1,2-b]pyridazin-6-yl]-4-pyridyl]-4-piperidyl]acetamide C(C)C1=C(C=CC(=C1)O)N=C(N)C1=C(C=2N(N=C1)C=C(C2)C=2C=NC=CC2N2CCC(CC2)NC(C)=O)N[C@H]2COCC2